C(C)OC(CCCC1OCCCC1)=O 4-(tetrahydropyran-2-yl)-butyric acid ethyl ester